Di-tert-butyl (2-(4-((tert-butyldimethylsilyl)oxy)-2-methylbutan-2-yl)-5-(diisopropoxyphosphoryl)-3-methylphenyl) phosphate P(=O)(OC(C)(C)C)(OC(C)(C)C)OC1=C(C(=CC(=C1)P(=O)(OC(C)C)OC(C)C)C)C(C)(CCO[Si](C)(C)C(C)(C)C)C